2-methoxy-4-morpholino-N-((5-(thiophen-2-yl)-1,3,4-oxadiazol-2-yl)methyl)benzamide COC1=C(C(=O)NCC=2OC(=NN2)C=2SC=CC2)C=CC(=C1)N1CCOCC1